(S)-4-(2-(4-(2-acetyl-5-chlorophenyl)-5-methoxy-2-oxopyridin-1(2H)-yl)-3-(pyridin-2-yl)propionylamino)benzoic acid C(C)(=O)C1=C(C=C(C=C1)Cl)C1=CC(N(C=C1OC)[C@H](C(=O)NC1=CC=C(C(=O)O)C=C1)CC1=NC=CC=C1)=O